C(C)(=O)O\N=C(/C1=C(C=C(C=C1)OC(COC)C)C)\C=1C=CC=2N(C3=CC=C(C=C3C2C1)[N+](=O)[O-])CC (Z)-(9-ethyl-6-nitro-9H-carbazol-3-yl)(4-((1-methoxypropane-2-yl)oxy)-2-methylphenyl)methanone O-acetyl oxime